C1(CC(C(CC1)C(C)C)OC(C(=O)NCC)=O)C.COC1CC(CCC1C(C)C)C Menthyl methyl ether Menthyl-N-ethyl-oxamate